1-[2-(5-{2-[(2,3-dihydro-1H-inden-2-yl)amino]pyrimidin-5-yl}-1,3,4-oxadiazol-2-yl)acetyl]-1,2,3,6-tetrahydropyridine-4-carboxamide C1C(CC2=CC=CC=C12)NC1=NC=C(C=N1)C1=NN=C(O1)CC(=O)N1CCC(=CC1)C(=O)N